O1C[C@H](CC1)OC1NC(C2=CC=CC=C12)=O 3-[(3S)-oxolan-3-yloxy]-2,3-dihydro-1H-isoindol-1-one